C[N+]1(CC2CC(C1)C2)C N,N-dimethyl-3,5-methylenepiperidinium